C(C)C1=C(C=CC(=C1)C#C)C#CC1=CC=C(C=C1)CCC 2-ethyl-4-ethynyl-1-((4-n-propylphenyl)ethynyl)benzene